Cl.Cl.NCC1=CC=CC(=N1)C(=O)N(C)C 6-(aminomethyl)-N,N-dimethylpyridineamide dihydrochloride